trans-3-[4-(2-Amino-3,5-dibromo-benzylamino)-cyclohexylsulfanyl]-propan-1-ol NC1=C(CN[C@@H]2CC[C@H](CC2)SCCCO)C=C(C=C1Br)Br